ClC=1C(=C(C(=O)N2CCC3=CC(=CC=C23)[C@@H](C)NC(C2=CC=C(C=C2)Cl)=O)C=CC1)C (R)-N-(1-(1-(3-chloro-2-methylbenzoyl)-2,3-dihydro-1H-indol-5-yl)ethyl)-4-chlorobenzamide